N-(4-iodo-2,5-dimethylphenyl)-5-(morpholin-4-yl)pyridin-2-amine IC1=CC(=C(C=C1C)NC1=NC=C(C=C1)N1CCOCC1)C